(S)-2-fluoro-N-methyl-4-(3-methylpiperazin-1-yl)benzamide FC1=C(C(=O)NC)C=CC(=C1)N1C[C@@H](NCC1)C